2,6-dimethoxy-N-[4-methoxy-6-(pyridin-2-ylmethyl)-1,2-benzoxazol-3-yl]benzenesulfonamide COC1=C(C(=CC=C1)OC)S(=O)(=O)NC1=NOC2=C1C(=CC(=C2)CC2=NC=CC=C2)OC